(R)-2-aminobutyric acid methyl ester hydrogen chloride Cl.COC([C@@H](CC)N)=O